COCC(CN1CCC(CC1)NC1=C2C=C(N(C2=CC=C1)CC(F)(F)F)C#CCCC1=C(C=C(C=C1)S(=O)(=O)C)OC([2H])([2H])[2H])O 3-methoxy-1-[4-(2-{4-[4-(methylsulfonyl)-2-(trideuteriomethoxy)phenyl]-1-butynyl}-1-(2,2,2-trifluoroethyl)-1H-indol-4-ylamino)-1-piperidyl]-2-propanol